(1S,2S,4R,6S)-2-(hydroxymethyl)-2-(methoxymethyl)-4-methyl-6-(trifluoromethyl)quinuclidin-3-one OC[C@]1(N2[C@@H](C[C@](C1=O)(CC2)C)C(F)(F)F)COC